2-allyloxy-2-methyl-propanoate C(C=C)OC(C(=O)[O-])(C)C